(1S,5S)-benzyl 2-azabicyclo[3.2.1]octane-2-carboxylate [C@H]12N(CC[C@H](CC1)C2)C(=O)OCC2=CC=CC=C2